trans-4-Boc-aminocyclohexylamine C(=O)(OC(C)(C)C)[C@@H]1CC[C@H](CC1)NN